N,N-dimethyl-2-((1-(7-methyl-4-oxo-2-(piperidin-1-yl)-4H-pyrido[1,2-a]pyrimidin-9-yl)ethyl)amino)benzamide CN(C(C1=C(C=CC=C1)NC(C)C1=CC(=CN2C1=NC(=CC2=O)N2CCCCC2)C)=O)C